4-(10-(Naphthalen-1-yl)anthracen-9-yl)phenylboronic acid C1(=CC=CC2=CC=CC=C12)C1=C2C=CC=CC2=C(C2=CC=CC=C12)C1=CC=C(C=C1)B(O)O